FC1=C(C(=CC(=C1)OC)F)C=C[N+](=O)[O-] 1,3-difluoro-5-methoxy-2-(2-nitro-vinyl)-benzene